(S)-1-benzyl-2,5,5-trimethylpiperazine C(C1=CC=CC=C1)N1[C@H](CNC(C1)(C)C)C